BrCC(C)(C)C1=C(C=CC(=C1)Cl)S(=O)(=O)N[C@@H](C(C)C1=C(C(=CC=C1F)C)C)C=1OC(NN1)=O (1-bromo-2-methylpropan-2-yl)-4-chloro-N-[(1S)-2-(6-fluoro-2,3-dimethylphenyl)-1-(5-oxo-4H-1,3,4-oxadiazol-2-yl)propyl]benzenesulfonamide